CC1=CC=C2CC(C(C2=C1)NC(=O)C=1C(NC(=CC1)C(F)(F)F)=O)CCC N-(6-methyl-2-propyl-2,3-dihydro-1H-inden-1-yl)-2-oxo-6-(trifluoromethyl)-1,2-dihydropyridine-3-carboxamide